C(C)OCN1C(=NC=C1CO[Si](CC)(CC)CC)C(C)=O 1-(1-(Ethoxymethyl)-5-(((triethylsilyl)oxy)methyl)-1H-imidazol-2-yl)ethan-1-one